(5aR,5bS,7aS,8S,10aS,10bR)-2-((4-ethylpiperazin-1-yl)amino)-5a,7a-dimethyl-5,5a,5b,6,7,7a,8,9,10,10a,10b,11-dodecahydro-4H-cyclopenta[7,8]phenanthro[2,1-d]thiazol-8-yl acetate C(C)(=O)O[C@H]1CC[C@@H]2[C@@]1(CC[C@@H]1[C@]3(CCC=4N=C(SC4C3=CC[C@@H]21)NN2CCN(CC2)CC)C)C